C123C4C56SC(CC78CC9CC%10(C%11C(CC(CC4%11CC(C1)C%10)C5)(C9)C86)C27)C3 4-thiaundecacyclo[9.9.1.1^{1,5}.1^{3,7}.1^{3,15}.1^{9,13}.1^{11,19}.0^{2,17}.0^{7,21}.0^{12,17}.0^{13,25}]hexacosane